C(C)OC(=O)C=1COC2=CC=CC=C2C1 Ethyl-2H-chromene-3-carboxylate